C(C)(C)(C)OC(N[C@H](C)C1=C(C(=C(C(=C1)OCC)C(C)=O)OCC)C)=O tert-butyl[(1R)-1-(4-acetyl-3,5-diethoxy-2-methylphenyl)ethyl]carbamate